behenic acid (behenyl behenate) C(CCCCCCCCCCCCCCCCCCCCC)C(C(=O)O)CCCCCCCCCCCCCCCCCCCC.C(CCCCCCCCCCCCCCCCCCCCC)(=O)O